1-(2-{5-[(3-Methyloxetan-3-yl)methoxy]-1H-benzimidazol-1-yl}quinolin-8-yl)piperidin-4-amine CC1(COC1)COC1=CC2=C(N(C=N2)C2=NC3=C(C=CC=C3C=C2)N2CCC(CC2)N)C=C1